CN1CN(C2=C1C=CC=C2)C2=CC=CC=C2 3-methyl-N-phenylbenzimidazole